(S)-N-((1R,3R,4S)-3,4-dihydroxy-4-(trifluoromethyl)cyclohexyl)-4-(5-(5-fluoro-2-methoxypyridin-4-yl)-1H-pyrazole-3-carbonyl)-4-azaspiro[2.5]Octane-7-carboxamide O[C@@H]1C[C@@H](CC[C@]1(C(F)(F)F)O)NC(=O)[C@H]1CCN(C2(CC2)C1)C(=O)C1=NNC(=C1)C1=CC(=NC=C1F)OC